C(CC)OC(CC(CCCCCCC)SC1=NC(=NC(=N1)OCCCN1CCN(CC1)C)SCCCCCCCCCCCCCCC)=O 3-((4-(3-(4-methylpiperazin-1-yl)propoxy)-6-(pentadecylthio)-1,3,5-triazin-2-yl)thio)decanoic acid propyl ester